BrC1=CC(=C2C=C(C(=NC2=C1)N)F)F 7-bromo-3,5-difluoroquinolin-2-amine